4-methyl-4-butyl-pyrrolidinium CC1(CC[NH2+]C1)CCCC